C(C1=CC=CC=C1)N1N=C(C2=C(C=CC=C12)NS(=O)(=O)C=1C=NN(C1)C1=NC=C(C=C1)C1CC1)C N-(1-benzyl-3-methylindazol-4-yl)-1-(5-cyclopropylpyridin-2-yl)pyrazole-4-sulfonamide